[Br-].C(=C)[NH2+]CC(O)(O)O vinyltrihydroxyethylammonium bromide